3-((4-fluoro-2-methylphenyl)amino)-N-(6-methoxy-2-methylpyridin-3-yl)-5-(trifluoromethyl)picolinamide FC1=CC(=C(C=C1)NC=1C(=NC=C(C1)C(F)(F)F)C(=O)NC=1C(=NC(=CC1)OC)C)C